Diethoxy-(3-glycidyloxypropyl)methyl-silane C(C)O[Si](C)(CCCOCC1CO1)OCC